N[C@@H](CCCO)C1=CC=C(C=C1)NC(OC(C)(C)C)=O tert-butyl (S)-(4-(1-amino-4-hydroxybutyl)phenyl)carbamate